N,N-dimethyl-1,2-diaminoethane carbonate C(O)(O)=O.CN(CCN)C